C(C)(C)(C)OC(=O)N1CCN(CC1)C1CCC(CC1)N1N=C(C=2C1=NC=NC2N)I.NC2=NC(=C1N=CN(C1=N2)CC2=C(C=C(C=C2F)[N+](=O)[O-])F)C=2C=CC=NC2 5-[2-amino-9-[(2,6-difluoro-4-nitro-phenyl)methyl]Purin-6-yl]Pyridine tert-butyl-4-((1r,4r)-4-(4-amino-3-iodo-1H-pyrazolo[3,4-d]pyrimidin-1-yl)cyclohexyl)piperazine-1-carboxylate